C(CC)OC(NC1=C(C=C(C=C1)NCC1=CC=C(C=C1)C(F)(F)F)Br)=O [2-Bromo-4-(4-trifluoromethyl-benzylamino)-phenyl]carbamic acid propyl ester